2-bromo-3-((tert-butyldimethylsilyl)oxy)-N,N-bis(4-methoxybenzyl)propan-1-amine BrC(CN(CC1=CC=C(C=C1)OC)CC1=CC=C(C=C1)OC)CO[Si](C)(C)C(C)(C)C